C(C)(C)(C)OC(=O)N1CC2=CC(=CC=C2C(C1)(C)C)CO.OCC1=CC=C2C(CN(CC2=C1)C(=O)OC(C)(C)C)(C)C tert-Butyl 7-(hydroxymethyl)-4,4-dimethyl-1,3-dihydroisoquinoline-2-carboxylate tert-Butyl-7-(hydroxymethyl)-4,4-dimethyl-1,3-dihydroisoquinoline-2-carboxylate